2,2'-diethyl-4,4'-Diaminobiphenyl C(C)C1=C(C=CC(=C1)N)C1=C(C=C(C=C1)N)CC